Butyl 2-(3-(dimethylamino)-4-(methoxycarbonyl)phenyl)-4-(3,3,3-trifluoropropyl)piperazine-1-carboxylate CN(C=1C=C(C=CC1C(=O)OC)C1N(CCN(C1)CCC(F)(F)F)C(=O)OCCCC)C